7-{(S)-1-[4-(3,3-difluoro-piperidin-1-ylmethyl)-phenyl]-ethylamino}-1-(2,2-dimethyl-propyl)-1H-[1,6]Naphthyridin-2-one FC1(CN(CCC1)CC1=CC=C(C=C1)[C@H](C)NC1=NC=C2C=CC(N(C2=C1)CC(C)(C)C)=O)F